N1CC(C1)C1CCN(CC1)C=1C=C2C(N(C(C2=CC1)=O)C1C(NC(CC1)=O)=O)=O 5-(4-(azetidin-3-yl)piperidin-1-yl)-2-(2,6-dioxopiperidin-3-yl)isoindoline-1,3-dione